BrC1=CC(CN(C1)C[C@@H](C(=O)OC)NC(=O)OC(C)(C)C)O[Si](C1=CC=CC=C1)(C1=CC=CC=C1)C(C)(C)C methyl (2S)-3-(5-bromo-3-((tert-butyldiphenylsilyl)oxy)-3,6-dihydropyridin-1(2H)-yl)-2-((tert-butoxycarbonyl)amino)propanoate